N-(4-(((1R,4R)-4-(((2S,4R)-2-methyl-1-propionyl-1,2,3,4-tetrahydroquinolin-4-yl)amino)cyclohexyl)amino)-4-oxobut-2-yn-1-yl)cyclohexane-1-carboxamide C[C@@H]1N(C2=CC=CC=C2[C@@H](C1)NC1CCC(CC1)NC(C#CCNC(=O)C1CCCCC1)=O)C(CC)=O